BrC1=C(C=2C=NN(C2C=C1)CCC)C(=O)OC methyl 5-bromo-1-propyl-1H-indazole-4-carboxylate